Ruthenium (II) p-cymene chloride [Cl-].C1(=CC=C(C=C1)C)C(C)C.[Ru+2].[Cl-]